3,4-dimethyl-8-[(2r,4s)-2-methyl-4-[(2-methyl-4-pyridyl)oxy]pyrrolidin-1-yl]pyrimido[4',5':4,5]thieno[2,3-c]pyridazine CC1=C(C2=C(N=N1)SC1=C2N=CN=C1N1[C@@H](C[C@@H](C1)OC1=CC(=NC=C1)C)C)C